1-[3-chloro-5-(oxetan-3-yl)pyridin-2-yl]Methylamine ClC=1C(=NC=C(C1)C1COC1)CN